ClC=1C=CC(=C(C1)C1=CC=C2C(=CN=NC2=C1)NCC1=C(C=C(C=C1)OC)OC)N1CCOCC1 7-(5-chloro-2-morpholin-4-ylphenyl)-N-[(2,4-dimethoxyphenyl)methyl]Cinnolin-4-amine